1-hexyl-3-methylimidazole tetraborate B(O)(O)O.B(O)(O)O.B(O)(O)O.B(O)(O)O.C(CCCCC)N1CN(C=C1)C